C(C1=CC=CC=C1)OC1=NC(=CC=C1C=1C=C2CCCN(C2=CC1)C(=O)OC(C)(C)C)OCC1=CC=CC=C1 tert-butyl 6-[2,6-bis(benzyloxy)pyridin-3-yl]-3,4-dihydro-2H-quinoline-1-carboxylate